BrC1=C(C=CC=C1)C#C 1-Bromo-2-ethynylbenzene